5-bromo-1-(4-fluorophenyl)-6-methyl-1H-benzo[d][1,2,3]triazole BrC1=CC2=C(N(N=N2)C2=CC=C(C=C2)F)C=C1C